FC=1C=C(C(=C(C1)NC(OC(C)(C)C)=O)OC)C1=NC=C(N=C1)C(C)C tert-butyl (5-fluoro-2-methoxy-3-(5-isopropylpyrazin-2-yl)phenyl)carbamate